2-cyano-N-(4-sulfamoylphenyl)acetamide C(#N)CC(=O)NC1=CC=C(C=C1)S(N)(=O)=O